CCC(CC)N1N=CC(=C1)C=1C=2N(C=C(N1)C=1C=NN(C1)C1CC(C1)C(=O)N)N=CC2 (1s,3s)-3-(4-(4-(1-(pent-3-yl)-1H-pyrazol-4-yl)pyrazolo[1,5-a]pyrazin-6-yl)-1H-pyrazol-1-yl)cyclobutanecarboxamide